ClC1=C(C=CC=C1OCCO)N1C(C2=CC(=C(C=C2C(=C1)C(=C)C)N1N=C(N(C1=O)CC)CO)F)=O 2-(2-Chloro-3-(2-hydroxyethoxy)phenyl)-6-(4-ethyl-3-(hydroxymethyl)-5-oxo-4,5-dihydro-1H-1,2,4-triazol-1-yl)-7-fluoro-4-(prop-1-en-2-yl)isoquinolin-1(2H)-one